C1=CC=CC=2C3=CC=CC=C3C(C12)COC(=O)N[C@H](C(=O)OC(C)(C)C)CC1=NC=CC=C1C#N tert-butyl (S)-2-((((9H-fluoren-9-yl)methoxy)carbonyl)amino)-3-(3-cyanopyridin-2-yl)propanoate